Cl.N[C@@H](C(C)C)C(=O)OCC1=CC(=NC(=C1)Cl)Cl (2,6-Dichloropyridin-4-yl)methyl L-valinate hydrochloride